CCCC(C)(COC(=O)N)COC(=O)NC(C)C The molecule is a carbamate ester that is the mono-N-isopropyl derivative of meprobamate (which is a significant metabolite). Carisoprodol interrupts neuronal communication within the reticular formation and spinal cord, resulting in sedation and alteration in pain perception. It is used as a muscle relaxant in the symptomatic treatment of musculoskeletal conditions associated with painful muscle spasm. It has a role as a muscle relaxant.